1-(4-methoxyphenyl)-2-methyl-1,2,3,4-tetrahydroisoquinoline COC1=CC=C(C=C1)C1N(CCC2=CC=CC=C12)C